C(C)(C)(C)OC(=O)N1CC(C1)(C=CC1=NOC(=C1)C(F)(F)F)C 3-methyl-3-(2-(5-(trifluoromethyl)isoxazol-3-yl)vinyl)azetidine-1-carboxylic acid tert-butyl ester